C(C)(C)N1CCN(CC1)C1=CC=C(C=C1)C=1C=C(C2=C(N(C(=N2)C2=CC=C(C=C2)S(=O)(=O)C)C)C1)N 6-(4-(4-isopropylpiperazin-1-yl)phenyl)-1-methyl-2-(4-(methylsulfonyl)phenyl)-1H-benzo[d]imidazol-4-amine